FC=1C(=C(C=CC1F)[C@H]([C@H]1[C@@H]2N(C(C=3N1N=CC(C3O)=O)=O)CCC2)C2=CC(=CC=C2)F)C (9aR,10S)-10-((R)-(3,4-Difluoro-2-methylphenyl)(3-fluorophenyl)methyl)-4-hydroxy-8,9,9a,10-tetrahydro-7H-pyrrolo[1',2':4,5]pyrazino[1,2-b]pyridazin-3,5-dion